6-(2-Aminoethoxy)benzo[b]thiophene-2-carboxylic acid methyl ester COC(=O)C1=CC2=C(S1)C=C(C=C2)OCCN